Fluoropropionamide FC(C(=O)N)C